1-cyclopentoxy-1,3,3,3-tetramethyldisiloxane C1(CCCC1)O[SiH](O[Si](C)(C)C)C